dibenzyl 2-{5-[1-({[4-methoxy-2-(pyrrolidin-1-yl)phenyl](phenyl)methyl}carbamoyl)cyclopropyl]-1H-indol-3-yl}ethyl phosphate P(=O)(OCC1=CC=CC=C1)(OCC1=CC=CC=C1)OCCC1=CNC2=CC=C(C=C12)C1(CC1)C(NC(C1=CC=CC=C1)C1=C(C=C(C=C1)OC)N1CCCC1)=O